O=C1NC(CCC1N1C(C2=CC=C(C=C2C1=O)NCCC[C@@H]1C[C@H](C1)N1N=CC(=C1)C1=NC2=CC(=CC=C2N=C1)OC1CCNCC1)=O)=O 2-(2,6-dioxopiperidin-3-yl)-5-((3-(trans-3-(4-(7-(piperidin-4-yloxy)quinoxalin-2-yl)-1H-pyrazol-1-yl)cyclobutyl)propyl)amino)isoindoline-1,3-dione